1-(7-(8-Ethyl-7-fluoro-3-hydroxynaphthalen-1-yl)-8-fluoro-2-(((2R,7aS)-2-fluorotetrahydro-1H-pyrrolizin-7a(5H)-yl)methoxy)pyrido[4,3-d]pyrimidin-4-yl)-2,3,6,7-tetrahydro-1H-azepin-3-ol C(C)C=1C(=CC=C2C=C(C=C(C12)C1=C(C=2N=C(N=C(C2C=N1)N1CC(C=CCC1)O)OC[C@]12CCCN2C[C@@H](C1)F)F)O)F